2-(2'-hydroxy-5-methacrylyloxyethyl-phenyl)-2H-benzotriazole OC1=C(C=C(C=C1)CCOC(C(=C)C)=O)N1N=C2C(=N1)C=CC=C2